chloro-N-ethyl-[2,4'-bipyridine] ClC1=C(N(CC=C1)CC)C1=CC=NC=C1